2-(2,8-Dimethylimidazo[1,2-b]pyridazin-6-yl)-7-(3,3-dimethylpiperazin-1-yl)-4H-pyrido[1,2-a]pyrimidin-4-one CC=1N=C2N(N=C(C=C2C)C=2N=C3N(C(C2)=O)C=C(C=C3)N3CC(NCC3)(C)C)C1